NC=1N=C(SC1C(C1=CC=C(C=C1)OC)=O)N(C1=CC(=C(C=C1)OC(F)(F)F)Cl)C(C(=O)N)C [N-[4-amino-5-(4-methoxybenzoyl)thiazol-2-yl]-3-chloro-4-(trifluoromethoxy)anilino]propanamide